C(CCC)C=1C=NC(=NC1C)N[N+](=O)[O-] 5-n-butyl-2-nitroamino-6-methylpyrimidine